C(C)N(CCCCCCCC(=O)NC1=CC=C(C=C1)N1C(NC(CC1)=O)=O)CC 8-(diethylamino)-N-(4-(2,4-dioxotetrahydropyrimidin-1(2H)-yl)phenyl)octanamide